Di(isononyl)cyclohexane C(CCCCCC(C)C)C1(CCCCC1)CCCCCCC(C)C